6-chloro-3-cyclopropyl-4-(3-methyl-4-(methylsulfonyl)phenyl)-1H-pyrazolo[4,3-c]pyridine ClC1=CC2=C(C(=N1)C1=CC(=C(C=C1)S(=O)(=O)C)C)C(=NN2)C2CC2